S1N=NC=CC2=C1C=CC=C2 BENZOTHIADIAZEPINE